racemic-(2s,4S)-2-((3R,4R)-4-(4-(tert-butyl)phenyl)-3-methylpiperidine-1-carbonyl)-7-oxa-5-azaspiro[3.4]octan-6-one C(C)(C)(C)C1=CC=C(C=C1)[C@H]1[C@H](CN(CC1)C(=O)C1CC2(C1)NC(OC2)=O)C